C(C)(C)(C)OC(=O)NCCNC(N)=S 3-(2-(tert-butoxycarbonylamino)ethyl)thiourea